Ethyl 2-(3-ethoxy-1-((6-fluoro-1H-indol-4-yl) amino)-3-oxoprop-1-en-2-yl)-5-methoxybenzoate C(C)OC(C(=CNC1=C2C=CNC2=CC(=C1)F)C1=C(C(=O)OCC)C=C(C=C1)OC)=O